ClC1=CC=C2C(=C(NC2=C1C#N)C1=NN=C(N1)C(F)(F)F)C=1C=NNC1 6-chloro-3-(1H-pyrazol-4-yl)-2-(5-(trifluoromethyl)-4H-1,2,4-triazol-3-yl)-1H-indole-7-carbonitrile